[(2R,3S,4R,5R)-5-(4-Aminopyrrolo[2,1-f][1,2,4]triazin-7-yl)-5-cyano-3,4-dihydroxy-tetrahydrofuran-2-yl]methyl 4-tetradecoxybutyl hydrogen phosphate P(=O)(OC[C@H]1O[C@@]([C@@H]([C@@H]1O)O)(C#N)C1=CC=C2C(=NC=NN21)N)(OCCCCOCCCCCCCCCCCCCC)O